CC(CNC(C(=O)OCC)=O)=C ethyl 2-((2-methylallyl)amino)-2-oxoacetate